N,N'-((2S,3S)-1-amino-1-oxobutane-2,3-diyl)bis(1-hydroxy-1,3-dihydrobenzo[c][1,2]oxaborole-6-carboxamide) NC([C@H]([C@H](C)NC(=O)C=1C=CC2=C(B(OC2)O)C1)NC(=O)C=1C=CC2=C(B(OC2)O)C1)=O